N-(1'-(2-(1,1-difluoroethyl)-6-(1,5-dimethyl-1H-pyrazol-4-yl)pyrimidin-4-yl)-1',2'-dihydrospiro[cyclopropane-1,3'-pyrrolo[3,2-c]pyridin]-6'-yl)acetamide FC(C)(F)C1=NC(=CC(=N1)N1CC2(C=3C=NC(=CC31)NC(C)=O)CC2)C=2C=NN(C2C)C